CON(C(=O)C1CCN(CC1)C1(CC1)C(F)(F)F)C N-methoxy-N-methyl-1-(1-(trifluoromethyl)cyclopropyl)-piperidine-4-carboxamide